CCCC(C=CC)=O 1-(2-methyl-ethyl)-2-buten-1-one